BrC1=CC=C2C(=N1)N(C=N2)C2=CC=C1CCN(C1=C2)S(=O)(=O)C2CC2 5-bromo-3-(1-(cyclopropylsulfonyl)indolin-6-yl)-3H-imidazo[4,5-b]pyridine